C(CCCCCCCCCCCCCCCCC(C)C)O isoeicosyl alcohol